6-(4-(1,4-dimethyl-1H-pyrazol-5-yl)-1-piperidinyl)-4-(3-(4-(2-propenoyl)-1-piperazinyl)cyclobutyl)-2-(trifluoromethyl)-3-pyridinecarbonitrile CN1N=CC(=C1C1CCN(CC1)C1=CC(=C(C(=N1)C(F)(F)F)C#N)C1CC(C1)N1CCN(CC1)C(C=C)=O)C